(3R,5R,8R,9R,10S,13R,14S,15R,17R)-17-((2S,3S)-3-hydroxyhex-4-yn-2-yl)-13,15-dimethyl-3-(trifluoromethyl)hexadecahydro-1H-cyclopenta[a]phenanthren-3-ol O[C@@H]([C@@H](C)[C@H]1C[C@H]([C@H]2[C@@H]3CC[C@@H]4C[C@@](CC[C@@H]4[C@H]3CC[C@]12C)(O)C(F)(F)F)C)C#CC